6-(2,4-dimethoxypyrimidin-5-yl)-8-[(1S,2S)-2-(2-pyridyl)cyclopropyl]imidazo[1,2-b]pyridazine COC1=NC=C(C(=N1)OC)C=1C=C(C=2N(N1)C=CN2)[C@@H]2[C@H](C2)C2=NC=CC=C2